C(C)(C)[Si](C(C)C)(C(C)C)C#CC1=CC2=C(N=CN=C2)NC1=O 6-((triisopropylsilyl)ethynyl)pyrido[2,3-d]pyrimidin-7(8H)-one